[3-(3-methyl-1H-pyrazol-5-yl)-5-[(3R)-3-methylmorpholin-4-yl]-[1,2]thiazolo[4,5-b]pyridin-7-yl]cyclopentane-1-carbonitrile CC1=NNC(=C1)C1=NSC=2C1=NC(=CC2C2(CCCC2)C#N)N2[C@@H](COCC2)C